[6-(1H-benzimidazol-2-yl)-2-pyridinyl]-piperazin-1-yl-methanone N1C(=NC2=C1C=CC=C2)C2=CC=CC(=N2)C(=O)N2CCNCC2